methyl 2-amino-4-bromo-3-fluoro-benzoate NC1=C(C(=O)OC)C=CC(=C1F)Br